C(C)N(CCCNC=1C2=C(N=C(N1)C1=NC=CC=C1)SC=C2C2=CC=CC=C2)CC N-[3-(diethylamino)propyl]-5-phenyl-2-(pyridin-2-yl)thieno[2,3-d]pyrimidin-4-amine